CC1(C(OC(CC1)=O)=O)C 3,3-dimethyltetrahydropyran-2,6-dione